4-methylpentan-2-one oxime CC(CC(C)=NO)C